6-(piperazin-1-yl)pyridazin N1(CCNCC1)C1=CC=CN=N1